1,2-diiodocarbamoyloxy-3-dimethylaminopropane IC(C(CN(C)C)I)OC(N)=O